glycerin trimyristate C(CCCCCCCCCCCCC)(=O)OCC(OC(CCCCCCCCCCCCC)=O)COC(CCCCCCCCCCCCC)=O